(S)-chroman-4-ylcarbamic acid tert-butyl ester C(C)(C)(C)OC(N[C@H]1CCOC2=CC=CC=C12)=O